N-(4-(cyanomethyl)phenyl)acetamide C(#N)CC1=CC=C(C=C1)NC(C)=O